BrC1=C(C(=CC(=C1)F)Br)NC(C)=O N-(2,6-dibromo-4-fluoro-phenyl)acetamide